N-[2-(difluoromethoxy)-3-fluorophenyl]-4-({[3-(2-methoxy-2-methylpropoxy)pyridin-4-yl]methyl}amino)-2-oxo-1,2,5,6-tetrahydropyridine-3-carbothioamide FC(OC1=C(C=CC=C1F)NC(=S)C=1C(NCCC1NCC1=C(C=NC=C1)OCC(C)(C)OC)=O)F